Cl.N[C@@H](CS)C(=O)O Z-cysteine hydrochloride